(Z)-1-(3-((1H-pyrrol-2-yl)methylene)-2-oxindol-6-yl)-3-(5-(tert-butyl)isoxazol-3-yl)urea N1C(=CC=C1)\C=C\1/C(NC2=CC(=CC=C12)NC(=O)NC1=NOC(=C1)C(C)(C)C)=O